NC1=NC=C(C=C1C(C)=O)C1CC1 1-(2-amino-5-cyclopropylpyridin-3-yl)ethan-1-one